N-(furan-2-ylmethyl)-4-(1H-pyrrolo[3,2-c]pyridin-4-yl)benzamide O1C(=CC=C1)CNC(C1=CC=C(C=C1)C1=NC=CC2=C1C=CN2)=O